N1C=CC2=CC=C3C(=C12)C=CC=C3 1H-benzoindole